4-fluoro-2-(methoxycarbonyl)phenylboronic acid FC1=CC(=C(C=C1)B(O)O)C(=O)OC